CN(C1CC2(CN(C2)C(=O)C2=NC(=CN=C2)C)C1)C=1C2=C(N=CN1)NC=C2 (6-(Methyl(7H-pyrrolo[2,3-d]pyrimidin-4-yl)amino)-2-azaspiro[3.3]heptan-2-yl)(6-methylpyrazin-2-yl)methanon